C1(CCC1)NC1=C2C(=NC(=C1)NC1=C(C=C(C=C1)S(=O)(=O)C)OC)NC=C2C#N 4-(cyclobutylamino)-6-((2-methoxy-4-(methylsulfonyl)phenyl)amino)-1H-pyrrolo[2,3-b]pyridine-3-carbonitrile